NC=1N=NC(=CC1N1CC2CCC(C1)N2C2=CC=C(C=C2)C2CCN(CC2)C2CC1(CC(C1)C(=O)O)C2)C2=C(C=CC=C2)O 6-(4-(4-(3-(3-amino-6-(2-hydroxyphenyl)pyridazin-4-yl)-3,8-diazabicyclo[3.2.1]octan-8-yl)phenyl)piperidin-1-yl)spiro[3.3]heptane-2-carboxylic acid